4-amino-N-(5-methylisoxazol-3-yl)benzenesulfonamide NC1=CC=C(C=C1)S(=O)(=O)NC1=NOC(=C1)C